C(C1=CC=CC=C1)N1CCCN(CCCN(CCC1)CC=1C(=C(C=C(C1)C)COC(CO)CO)O)CC=1C(=C(C=C(C1)C)COC(CO)CO)O 2,2'-{(9-benzyl-1,5,9-triazacyclododecane-1,5-diyl)bis[methylene(2-hydroxy-5-methyl-3,1-phenylene)methyleneoxy]}di(propane-1,3-diol)